ClC1=CC(=C(N)C=C1OC)OC 4-chloro-2,5-dimethoxyaniline